C(C)C=1OC(=C(C1)O)C 2-ethyl-4-hydroxy-5-methylfuran